N-((1H-imidazol-4-yl)methyl)-5-fluoro-2-(4-methylpyrimidin-5-yl)aniline N1C=NC(=C1)CNC1=C(C=CC(=C1)F)C=1C(=NC=NC1)C